O.[Zn+2].C(C1=CC=CC=C1)S(=O)(=O)[O-].C(C1=CC=CC=C1)S(=O)(=O)[O-] Toluenesulfonic acid zinc salt hydrate